(4,6-Dimethoxypyridin-3-yl)-5-(propan-2-yl)-1H-pyrrole-3-carboxamide COC1=C(C=NC(=C1)OC)N1C=C(C=C1C(C)C)C(=O)N